BrC=1C=CC2=C(C(=CS2)CCBr)C1 5-bromo-3-(bromoethyl)-1-benzothiophene